2-[(1R,3R)-3-(benzyloxy)cyclobutyl]pyrimidin-5-amine C(C1=CC=CC=C1)OC1CC(C1)C1=NC=C(C=N1)N